magnesium picolinate hydrate O.N1=C(C=CC=C1)C(=O)[O-].[Mg+2].N1=C(C=CC=C1)C(=O)[O-]